(S)-3-(4-chloro-3-((2S,3R)-4,4,4-trifluoro-3-methyl-2-(4-methyl-3,4-dihydro-2H-Benzo[b][1,4]oxazin-6-yl)butanamido)phenyl)-3-cyclopropylpropionic acid ClC1=C(C=C(C=C1)[C@@H](CC(=O)O)C1CC1)NC([C@@H]([C@H](C(F)(F)F)C)C1=CC2=C(OCCN2C)C=C1)=O